N-(2-aminoethyl)-N,5-dimethyl-1H-indazole-7-sulfonamide NCCN(S(=O)(=O)C=1C=C(C=C2C=NNC12)C)C